SCC1=C(C=CC=C1)CS 1,2-dimercaptomethylbenzene